C(C)(C)(C)OC(=O)NCC(CNC(=O)CC[C@@H](C(=O)O)NC(=O)OCC1C2=CC=CC=C2C=2C=CC=CC12)(C)C (2S)-4-[(3-{[(tert-butoxy)carbonyl]amino}-2,2-dimethylpropyl)carbamoyl]-2-({[(9H-fluoren-9-yl)methoxy]carbonyl}amino)butanoic acid